methyl 8-bromo-2-formylimidazo[1,2-a]pyridine-6-carboxylate BrC=1C=2N(C=C(C1)C(=O)OC)C=C(N2)C=O